C(C)(C)(C)OC(=O)N1[C@@H]2[C@@H](C[C@H](C1)C2)NC(=O)OC2=CC=C(C=C2)[N+](=O)[O-] (1S,4S,6R)-6-(4-Nitrophenoxycarbonylamino)-2-azabicyclo[2.2.1]heptane-2-carboxylic acid tert-butyl ester